(S)-1-(3-bromophenyl)-N-ethyl-2,2,2-trifluoroethan-1-amine BrC=1C=C(C=CC1)[C@@H](C(F)(F)F)NCC